ClC1=NC(=NC=C1)N1C(C2(CC2)CCC1)=O 5-(4-chloropyrimidin-2-yl)-5-azaspiro[2.5]octan-4-one